(3S)-3-(6-methoxypyridin-3-yl)-3-(2-oxo-3-(3-(5,6,7,8-tetrahydro-1,8-naphthyridin-2-yl)propyl)azetidin-1-yl)propionic acid COC1=CC=C(C=N1)[C@H](CC(=O)O)N1C(C(C1)CCCC1=NC=2NCCCC2C=C1)=O